R-N,N-dimethyl-1-[(9Z,12Z)-octadeca-9,12-dien-1-yloxy]-3-(octyloxy)propan-2-amine CN([C@@H](COCCCCCCCC\C=C/C\C=C/CCCCC)COCCCCCCCC)C